C(CC)(=O)OCCOCC=C propionic acid, 2-(allyloxy)ethyl ester